2-(2-methoxyethyl)-6-methylsulfanyl-1-(2-pyridyl)pyrazolo[3,4-d]pyrimidin-3-one COCCN1N(C2=NC(=NC=C2C1=O)SC)C1=NC=CC=C1